O=C1NC=C(C(N1)=O)C(F)(F)F 2,4-dioxo-5-(trifluoromethyl)-pyrimidine